2-(6-(((1S,2S,3R,5R)-2-fluoro-1,5,8-trimethyl-8-azabicyclo[3.2.1]octan-3-yl)oxy)pyridazin-3-yl)-5-(4-methyl-2H-1,2,3-triazol-2-yl)phenol F[C@H]1[C@@]2(CC[C@](C[C@H]1OC1=CC=C(N=N1)C1=C(C=C(C=C1)N1N=CC(=N1)C)O)(N2C)C)C